(-)-1-[[(6R,7R)-7-[(z)-2-(5-amino-1,2,4-thiadiazol-3-yl)-2-(methoxyimino)acetamido]-2-carboxy-8-oxo-5-thia-1-azabicyclo[4.2.0]oct-2-en-3-yl]methyl]imidazo[1,2-b]pyridazinium NC1=NC(=NS1)/C(/C(=O)N[C@H]1[C@H]2SCC(=C(N2C1=O)C(=O)O)C[N+]=1C=CN2N=CC=CC21)=N/OC